antimony fluoride sulfonium salt [SH3+].[Sb](F)(F)F